N-[1-[4-(3,4-dichloro-2-fluoro-anilino)pyrido[3,2-d]pyrimidin-6-yl]pyrrolidin-3-yl]prop-2-enamide ClC=1C(=C(NC=2C3=C(N=CN2)C=CC(=N3)N3CC(CC3)NC(C=C)=O)C=CC1Cl)F